N1(CCOCC1)C1=C(C#N)C(=CC(=N1)C1=CC=CC=C1)C1=CC=CC=C1 2-Morpholin-4-yl-4,6-diphenyl-nicotinonitrile